ClC=1C=C(C=CC1C)NC=1OC(=NN1)C1=CC=C(C=C1)[N+](=O)[O-] N-(3-chloro-4-methylphenyl)-5-(4-nitrophenyl)-1,3,4-oxadiazol-2-amine